CC(CN)CN 2-methyl-1,3-propanediamine